FC=1C=C(C=CC1)N(S(=O)(=O)C=1C=NC=CC1)CC1=CC=C(C=C1)C=1OC(=NN1)C(F)(F)F N-(3-fluorophenyl)-N-(4-(5-(trifluoromethyl)-1,3,4-oxadiazol-2-yl)benzyl)pyridine-3-sulfonamide